BrC=1C=CC2=C(C(=NCC=3N2C(=NN3)CO)C3=C(C=CC=C3F)F)C1Cl [8-bromo-7-chloro-6-(2,6-difluorophenyl)-4H-[1,2,4]triazolo[4,3-a][1,4]benzodiazepin-1-yl]methanol